N-(4-(7-amino-3-cyclohexyl-4-oxo-4,5-dihydro-1H-pyrrolo[2,3-d]pyridazin-1-yl)benzyl)-5-fluoro-2-methoxybenzamide NC1=NNC(C2=C1N(C=C2C2CCCCC2)C2=CC=C(CNC(C1=C(C=CC(=C1)F)OC)=O)C=C2)=O